FC1=CC(=C(OC=2N=NC(=CC2C(=O)NC2=CC(=CC=C2)SC)C)C=C1)OC (4-fluoro-2-methoxyphenoxy)-6-methyl-N-(3-(methylthio)phenyl)pyridazine-4-carboxamide